sodium nitromalonaldehyde [N+](=O)([O-])C(C=O)C=O.[Na]